NC=1C=C(C=CC1)C1(CC(C1)CC#N)C1=NN=CN1C 2-(3-(3-Aminophenyl)-3-(4-methyl-4H-1,2,4-triazol-3-yl)cyclobutyl)acetonitrile